The molecule is 2,6-Diaminopurine carrying benzylamino, (2R)-1-hydroxybutan-2-yl and isopropyl substituents at C-6, C-2-N and N-9 respectively. It is an experimental drug candidate in the family of pharmacological cyclin-dependent kinase (CDK) inhibitors. It has a role as an EC 2.7.11.22 (cyclin-dependent kinase) inhibitor and an antiviral drug. CC[C@H](CO)NC1=NC(=C2C(=N1)N(C=N2)C(C)C)NCC3=CC=CC=C3